8-(4-(2,2-difluoroethyl)piperazin-1-yl)-3-(5-(difluoromethyl)-1,3,4-thiadiazol-2-yl)-N-(1-methylcyclopropyl)imidazo[1,2-a]pyridine-6-sulfonamide FC(CN1CCN(CC1)C=1C=2N(C=C(C1)S(=O)(=O)NC1(CC1)C)C(=CN2)C=2SC(=NN2)C(F)F)F